CC1=CC=CC(=N1)C1=C(N=CN1)C=1C=C2C=C(C=NC2=CC1)C1=CC(=CS1)C(=O)OC1CCNCC1 4-piperidyl 5-[6-[5-(6-methyl-2-pyridyl)-1H-imidazol-4-yl]-3-quinolyl]thiophene-3-carboxylate